[Si](C)(C)(C(C)(C)C)OC1CC(C1)N1N=C(C=C1)C1CC1 1-((1r,3r)-3-((tert-butyldimethylsilyl)oxy)cyclobutyl)-3-cyclopropyl-1H-pyrazole